4-(3-(4-(4,4,5,5-tetramethyl-1,3,2-dioxaborolan-2-yl)phenyl)prop-2-yn-1-yl)morpholine hydrochloride Cl.CC1(OB(OC1(C)C)C1=CC=C(C=C1)C#CCN1CCOCC1)C